(4,4-dimethyl-2-cyclopentenyl)acetic acid CC1(C=CC(C1)CC(=O)O)C